1-[(8aS)-6-Chloro-5-(2-chloro-4-fluorophenyl)-8a,9,11,12-tetrahydropyrazino[2',1':3,4][1,4]oxazepino[5,6,7-de]quinazolin-10(8H)-yl]prop-2-en-1-one ClC1=C2C3=C(N=CN=C3C=C1C1=C(C=C(C=C1)F)Cl)N1[C@H](CO2)CN(CC1)C(C=C)=O